C(CCCCCCCCCC)C(C(=O)OCC1=CC=CC=C1)C(=O)OC(C)(C)C 1-benzyl 3-(tert-butyl) 2-undecylmalonate